(E)-4-(dimethylamino)-N-(2-(3-(hydroxyamino)-3-oxoprop-1-en-1-yl)benzo[b]thiophen-5-yl)benzamide CN(C1=CC=C(C(=O)NC2=CC3=C(SC(=C3)\C=C\C(=O)NO)C=C2)C=C1)C